Acetonitrile Formate C(=O)O.C(C)#N